C(C)(C)(C)OC(=O)N1C2=C(OCC1)C=C(N=C2)N=C(C2=CC=CC=C2)C2=CC=CC=C2 7-((Diphenylmethylene)amino)-2,3-dihydro-4H-pyrido[4,3-b][1,4]oxazine-4-carboxylic acid tert-butyl ester